(5-fluoro-2-(2H-1,2,3-triazol-2-yl)phenyl)((1R,4R,6S)-4-methyl-3,8-diazabicyclo[4.2.0]octane-3-yl)methanone FC=1C=CC(=C(C1)C(=O)N1C[C@@H]2NC[C@@H]2C[C@H]1C)N1N=CC=N1